C1(=CC=CC=C1)S(=O)(=O)C1=CC=C(C(=O)O)C=C1 4-phenylsulfonylbenzoic Acid